(2R,4R)-6-chloro-4-hydroxy-N-[(3S)-3-hydroxy-4-{[(1S,3R)-3-(trifluoromethoxy)cyclobutane-1-carbonyl]amino}bicyclo[2.2.2]oct-1-yl]-3,4-dihydro-2H-1-benzopyran-2-carboxamide ClC=1C=CC2=C([C@@H](C[C@@H](O2)C(=O)NC23C[C@@H](C(CC2)(CC3)NC(=O)C3CC(C3)OC(F)(F)F)O)O)C1